FC(C1(CC1)CN1CCCCC1)(F)F 1-((1-(trifluoromethyl)cyclopropyl)methyl)piperidin